C1C(CC2=CC=CC=C12)=O 2-indanone